O=C1CC(NCC1)=O 4-oxo-piperidone